NC1=NC=CC=C1C1=NC=2C(=NC(=CC2OC)N2N=CC=C2)N1C=1C=C2CC[C@@H](C2=CC1)NC(C1=CN=C(C=C1)C(F)F)=O (S)-N-(5-(2-(2-aminopyridin-3-yl)-7-methoxy-5-(1H-pyrazol-1-yl)-3H-imidazo[4,5-b]pyridin-3-yl)-2,3-dihydro-1H-inden-1-yl)-6-(difluoromethyl)nicotinamide